[C].C(CC(O)(C(=O)O)CC(=O)O)(=O)O CITRIC ACID carbon